C(C)NC1=C(OCC2=NNC(N2)=S)C=C(C=C1)NCC 3-[(2,5-diethylaminophenoxy)methyl]-1H-1,2,4-triazole-5(4H)-thione